4-[[(1R)-1-[3,6-dimethyl-2-(2-methylindol-5-yl)-4-oxo-benzopyran-8-yl]ethyl]amino]-6-methyl-2-oxo-1H-pyridine-3-carboxylic acid methyl ester COC(=O)C=1C(NC(=CC1N[C@H](C)C1=CC(=CC=2C(C(=C(OC21)C=2C=C1C=C(NC1=CC2)C)C)=O)C)C)=O